1-Methyl-benzoimidazole CN1C=NC2=C1C=CC=C2